2-(2-aminopyridin-4-yl)-3-(3-fluorophenyl)-6,6-dimethyl-1,5,6,7-tetrahydro-4H-pyrrolo[3,2-c]pyridin-4-one NC1=NC=CC(=C1)C1=C(C=2C(NC(CC2N1)(C)C)=O)C1=CC(=CC=C1)F